1-isopropyl-2-methyl-6-(5-(1-methyl-1,2,3,6-tetrahydropyridin-4-yl)-1H-pyrrolo[2,3-b]pyridin-3-yl)-1H-imidazo[4,5-b]pyridine C(C)(C)N1C(=NC2=NC=C(C=C21)C2=CNC1=NC=C(C=C12)C=1CCN(CC1)C)C